4-((3S,5R)-3,5-dimethylpiperazin-1-yl)-N-(2-methylpyrazolo[1,5-a]pyridin-5-yl)-2,3-dihydro-1H-pyrrolo[2,3-b]pyridine-1-carboxamide formate C(=O)O.C[C@H]1CN(C[C@H](N1)C)C1=C2C(=NC=C1)N(CC2)C(=O)NC2=CC=1N(C=C2)N=C(C1)C